C(CCCCCCCCCCC)NC=1C(C(C1NCC(CN(CCCCCCCCCCCCCC)CCCCN(CCCCCCCCCCCCCC)C1=C(C(C1=O)=O)NCCCCCCCCCCCC)O)=O)=O 3-(dodecylamino)-4-((3-((4-((2-(dodecylamino)-3,4-dioxocyclobut-1-en-1-yl)(tetradecyl)amino)butyl)(tetradecyl)amino)-2-hydroxypropyl)amino)cyclobut-3-ene-1,2-dione